C(C)(C)(C)OC(=O)C1CCN(CC1)C(=O)C1=NN(C(=C1)C1=CC(=NC=C1Cl)OC)C1OCCN1 [5-(5-chloro-2-methoxypyridin-4-yl)-1-(oxazolidin-2-yl)pyrazole-3-carbonyl]piperidine-4-carboxylic acid tert-butyl ester